4-(5-((6-chloro-4-(methoxycarbonyl)pyridin-2-yl)oxy)pyridin-2-yl)piperazine-1-carboxylic acid tert-butyl ester C(C)(C)(C)OC(=O)N1CCN(CC1)C1=NC=C(C=C1)OC1=NC(=CC(=C1)C(=O)OC)Cl